ClC1=C(C=C2C=C(N=CC2=C1)NC(OC(C)(C)C)=O)N1CCN(CC1)C1(COCC1F)C tert-butyl (7-chloro-6-(4-(4-fluoro-3-methyltetrahydrofuran-3-yl)piperazin-1-yl)isoquinolin-3-yl)carbamate